3,5-dimethylphenyl-cyanamide CC=1C=C(C=C(C1)C)NC#N